ClC1=NC=2C(CCC3(OCCO3)C2C=C1)OC=1C=NC(=C(C1)Cl)Cl 2-chloro-8-{(5,6-dichloropyridin-3-yl)oxy}-7,8-dihydro-6H-spiro[quinoline-5,2'-[1,3]dioxolane]